C(#N)C=1C=CC(=C2N=CC=NC12)N1C[C@@H](C[C@@H](C1)C)NC(CC(C)(C)C)=O N-((3R,5S)-1-(8-cyanoquinoxalin-5-yl)-5-methylpiperidin-3-yl)-3,3-dimethylbutanamide